3-({4-[6-fluoro-2-(tetrahydro-2H-pyran-4-yl)-3H-1,3,4-triazainden-7-yl]-1-piperidyl}carbonyl)-6-(trifluoromethyl)-2(1H)-pyridinone FC1=CN=C2NC(=NC2=C1C1CCN(CC1)C(=O)C=1C(NC(=CC1)C(F)(F)F)=O)C1CCOCC1